C(C)N(C=1OC2=C(C=C(C=C2C(C1)=O)C)C(C)NC1=C(C(=O)O)C=CC=C1)CC 2-[1-[2-(Diethylamino)-6-methyl-4-oxo-chromen-8-yl]ethylamino]benzoic acid